N-tert-butyl-2-[methyl[2-(6-methylpyridin-2-yl)-5H,6H,7H-cyclopenta[d]pyrimidin-4-yl]amino]acetamide C(C)(C)(C)NC(CN(C=1C2=C(N=C(N1)C1=NC(=CC=C1)C)CCC2)C)=O